2-(1-(((Z)-hex-3-en-1-yl)oxy)prop-1-en-2-yl)naphthalene C(C\C=C/CC)OC=C(C)C1=CC2=CC=CC=C2C=C1